tetrabutylphosphine benzotriazolate N1N=NC2=C1C=CC=C2C(=O)O.C(CCC)P(CCCC)(CCCC)CCCC